C(C)N(CCCNC(OC(CCCO)CCCCCC)=O)CC 1-hydroxydecan-4-yl (3-(diethylamino)propyl)carbamate